tert-butyl 6-((8-(4-((tert-butyldimethylsilyl)oxy)tetrahydrofuran-3-yl)-6-cyano-7-oxo-7,8-dihydropyrido[2,3-d]pyrimidin-2-yl)amino)-3,4-dihydroisoquinoline-2(1H)-carboxylate [Si](C)(C)(C(C)(C)C)OC1C(COC1)N1C(C(=CC2=C1N=C(N=C2)NC=2C=C1CCN(CC1=CC2)C(=O)OC(C)(C)C)C#N)=O